C(C)(C)C=1C(=NNC1C=1C=C(C=2N(C1)N=CN2)C)C2=CC=C(CNCC(C)(C)C)C=C2 N-(4-(4-isopropyl-5-(8-methyl-[1,2,4]triazolo[1,5-a]pyridin-6-yl)-1H-pyrazol-3-yl)benzyl)-2,2-dimethylpropan-1-amine